(ethyl)-α-methylstyrene C(C)C=C(C1=CC=CC=C1)C